3-FLUORO-4-HYDROXYBENZALDEHYDE O-(CYCLOHEXYLCARBONYL)OXIME C1CCC(CC1)C(=O)O/N=C\C2=CC(=C(C=C2)O)F